1-[5-tert-Butyl-2-(4-fluoro-phenyl)-2H-pyrazol-3-yl]-3-[2-fluoro-4-(pyridin-4-yloxy)-phenyl]-urea C(C)(C)(C)C=1C=C(N(N1)C1=CC=C(C=C1)F)NC(=O)NC1=C(C=C(C=C1)OC1=CC=NC=C1)F